2-chlorophenyl (3S)-4-[N2-(2-benzyl-2-azaspiro[4.5]dec-8-yl)-N6,N6-dimethyl-D-lysyl]-3-[(thiophen-2-ylmethyl)carbamoyl]piperazine-1-carboxylate C(C1=CC=CC=C1)N1CC2(CC1)CCC(CC2)N[C@H](CCCCN(C)C)C(=O)N2[C@@H](CN(CC2)C(=O)OC2=C(C=CC=C2)Cl)C(NCC=2SC=CC2)=O